2-(2-((3r,4r)-3-amino-4-fluoropiperidin-1-yl)-5,6-difluoro-1H-benzo[d]imidazol-1-yl)-N-cyclopropyl-N-(2-hydroxyethyl)acetamide N[C@@H]1CN(CC[C@H]1F)C1=NC2=C(N1CC(=O)N(CCO)C1CC1)C=C(C(=C2)F)F